BrC=1C=C2CN(CC2=CC1)C(=O)OCCCC butyl 5-bromoisoindoline-2-carboxylate